NC1=NC=C(C=C1O[C@H](C)C=1C=C(C=CC1)NC(C1=CC=C(C=C1)SC)=O)C=1C(=NNC1)C (R)-N-(3-(1-((2-Amino-5-(3-methyl-1H-pyrazol-4-yl)pyridin-3-yl)oxy)ethyl)phenyl)-4-(methylthio)benzamid